BrC=1C=C(C(N(C1)C1=CC=CC=C1)=O)C(=O)O 5-bromo-2-oxo-1-phenyl-1,2-dihydropyridine-3-carboxylic acid